oxalic acid bis(4-methylbenzyl) ester CC1=CC=C(COC(C(=O)OCC2=CC=C(C=C2)C)=O)C=C1